ClC1=C(C=CC=C1)NC=1C(=CC(=CC1)CCCN(C)C)NC1=C(C=CC=C1)Cl N1,N2-bis(2-chlorophenyl)-4-(3-(dimethylamino)propyl)benzene-1,2-diamine